pentyl 2-(pentoxysulfonyl)-acetate C(CCCC)OS(=O)(=O)CC(=O)OCCCCC